2-(4-butoxy-2-hydroxyphenyl)-2H-benzotriazole C(CCC)OC1=CC(=C(C=C1)N1N=C2C(=N1)C=CC=C2)O